FS(C1=CC=C(C=C1)C1=CC=C(C=C1)S(F)(F)(F)(F)F)(F)(F)(F)F 4,4'-bis(pentafluorosulfanyl)-1,1'-biphenyl